FC(C1=NC(=NC=C1OC)C(=O)O)F 4-(difluoromethyl)-5-methoxypyrimidine-2-carboxylic acid